1-[[2-(difluoromethoxy)pyridin-4-yl]methyl]-3-[3-(trifluoromethyl)-1-bicyclo[1.1.1]pentanyl]urea FC(OC1=NC=CC(=C1)CNC(=O)NC12CC(C1)(C2)C(F)(F)F)F